C(C)(C)(C)OC(=O)N1[C@H](C[C@H](CC1)OCC(=O)O)C 2-[[(2S,4S)-1-tert-butoxycarbonyl-2-methyl-4-piperidyl]oxy]acetic acid